C(C)(C)(C)OC(=O)N1C2CC(C(C1)C2)OCC2=CC(=C(C=C2)Br)F 5-((4-bromo-3-fluorobenzyl)oxy)-2-azabicyclo[2.2.1]heptane-2-carboxylic acid tert-butyl ester